(1R,4S)-1-((benzyloxy)methyl)-6-oxo-2,5-diazabicyclo[2.2.1]heptane-2-carboxylic acid tert-butyl ester C(C)(C)(C)OC(=O)N1[C@@]2(C(N[C@H](C1)C2)=O)COCC2=CC=CC=C2